1,2-dihexanoyl-sn-glycero-3-phosphate choline OCC[N+](C)(C)C.C(CCCCC)(=O)OC[C@@H](OC(CCCCC)=O)COP(=O)(O)O